N,N-dimethyl-1-(4-piperidinyl)methylamine HCl Cl.CN(C)CC1CCNCC1